[Na].ClC=1C(C(C=CC1)(C)O)C chloroxylenol, sodium salt